N-((2,6-Diisopropylphenyl)carbamoyl)pyrazine-2-sulfonamide, Sodium Salt [Na].C(C)(C)C1=C(C(=CC=C1)C(C)C)NC(=O)NS(=O)(=O)C1=NC=CN=C1